3-(dimethylamino)-1-(naphthalen-1-yl)-1-propanone hydrochloride Cl.CN(CCC(=O)C1=CC=CC2=CC=CC=C12)C